4-(((2R)-4-(3-Hydroxypyrrolidin-1-yl)-1-(phenylthio)butan-2-yl)amino)-3-((trifluoromethyl)sulfonyl)benzenesulfonamide OC1CN(CC1)CC[C@H](CSC1=CC=CC=C1)NC1=C(C=C(C=C1)S(=O)(=O)N)S(=O)(=O)C(F)(F)F